O1C(OCC1)C1=C(C=C(C=C1C)B1OC(C(O1)(C)C)(C)C)C1(COC1)O 3-(2-(1,3-dioxolan-2-yl)-3-methyl-5-(4,4,5,5-tetramethyl-1,3,2-dioxaborolan-2-yl)phenyl)oxetan-3-ol